7-methoxy-4-(pyrimidin-5-ylethynyl)isoquinoline COC1=CC=C2C(=CN=CC2=C1)C#CC=1C=NC=NC1